tert-Butyl 2-(4-(2,4-dioxotetrahydropyrimidin-1(2H)-yl)-1H-indol-1-yl)acetate O=C1N(CCC(N1)=O)C1=C2C=CN(C2=CC=C1)CC(=O)OC(C)(C)C